6-((R or S)-1-(((R)-((R)-7-(1-methyl-1H-pyrazol-4-yl)-1,2,3,4-tetrahydropyrido[2,3-b]pyrazin-3-yl)(phenyl)methyl)amino)propan-2-yl)nicotinonitrile CN1N=CC(=C1)C1=CC2=C(N[C@H](CN2)[C@@H](C2=CC=CC=C2)NC[C@@H](C)C2=NC=C(C#N)C=C2)N=C1 |o1:23|